(1-cyclopropyl-1-(3-((3-((diisopropylamino)methyl)-4-(5-fluoro-2-methoxypyridin-4-yl)benzyl)oxy)phenyl)propan-2-yl)phosphonic acid C1(CC1)C(C(C)P(O)(O)=O)C1=CC(=CC=C1)OCC1=CC(=C(C=C1)C1=CC(=NC=C1F)OC)CN(C(C)C)C(C)C